4-(4-((1R,5S)-3,8-diazabicyclo[3.2.1]octan-3-yl)-8-fluoro-2-((1-hydroxycyclobutyl)methoxy)quinazolin-7-yl)-5-ethyl-6-fluoronaphthalen-2-ol [C@H]12CN(C[C@H](CC1)N2)C2=NC(=NC1=C(C(=CC=C21)C2=CC(=CC1=CC=C(C(=C21)CC)F)O)F)OCC2(CCC2)O